C([C@H]([C@H]([C@@H]([C@H](CO)O)O)O)O)O D-sorbol